CC(C(CC1=CC=CC=C1)=NO)(C(C)C)C 3,3,4-trimethyl-1-phenylpentan-2-one oxime